C(CCCCC)N1C(C2=C(N(C(C2=C1C1=CC=C(C=C1)C1=CC=C(S1)C1=CC=C(S1)C=1SC(=CC1)CCCCCC)=O)CCCCCC)C1=CC=C(C=C1)C1=CC=C(S1)C1=CC=C(S1)C=1SC(=CC1)CCCCCC)=O 2,5-Dihexyl-3,6-bis[4-(5-hexyl-2,2':5',2''-terthiophene-5''-yl)phenyl]pyrrolo[3,4-c]-pyrrole-1,4-dione